(E)-3-trifluoromethyl-2-(4-isopropyl-3-methoxystyryl)pyridine FC(C=1C(=NC=CC1)\C=C\C1=CC(=C(C=C1)C(C)C)OC)(F)F